trimethyl-(methoxyethyl)phosphine CP(CCOC)(C)C